6-(2-(2-oxa-6-azaspiro[3.3]hept-6-yl)ethoxy)-4-(5-(6-((6-methoxypyridine-3-yl)methyl)-3,6-diazabicyclo[3.1.1]heptan-3-yl)pyrazin-2-yl)pyrazolo[1,5-a]pyridine-3-Nitrile C1OCC12CN(C2)CCOC=2C=C(C=1N(C2)N=CC1C#N)C1=NC=C(N=C1)N1CC2N(C(C1)C2)CC=2C=NC(=CC2)OC